ClC1CCN(CC1)C=1OC2=C(C=C(C=C2C(C1)=O)C)C(C)NC1=C(C(=O)O)C=CC=C1 2-((1-(2-(4-chloropiperidin-1-yl)-6-methyl-4-oxo-4H-chromen-8-yl)ethyl)amino)benzoic acid